tert-butyl (3S,5S)-3-[(8-carbamoyl-6-{4-[(1-hydroxycyclopentyl)methoxy]phenyl}pyrido[3,2-d]pyrimidin-4-yl)amino]-5-fluoropiperidine-1-carboxylate C(N)(=O)C1=CC(=NC2=C1N=CN=C2N[C@@H]2CN(C[C@H](C2)F)C(=O)OC(C)(C)C)C2=CC=C(C=C2)OCC2(CCCC2)O